2-(p-methoxyphenyl)-2-ethoxyhexyl methacrylate C(C(=C)C)(=O)OCC(CCCC)(OCC)C1=CC=C(C=C1)OC